N-(5-((3S,5S)-3,5-dimethylpiperazin-1-yl)-7-(N-(1-methylcyclopropyl)sulfamoyl)quinolin-2-yl)bicyclo[1.1.0]butane-1-carboxamide C[C@H]1CN(C[C@@H](N1)C)C1=C2C=CC(=NC2=CC(=C1)S(NC1(CC1)C)(=O)=O)NC(=O)C12CC2C1